C(=C)[C@H]1C[C@H](CCC1)SC1=NC=CC=N1 |r| racemic-cis-2-((3-vinylcyclohexyl)thio)pyrimidine